methyl (2S)-2-[(tert-butoxycarbonyl)amino]-3-(1,3-thiazol-4-yl)propanoate C(C)(C)(C)OC(=O)N[C@H](C(=O)OC)CC=1N=CSC1